tert-butyl (3S)-3-{[(benzyloxy)carbonyl]amino}-3-formylpyrrolidine-1-carboxylate C(C1=CC=CC=C1)OC(=O)N[C@@]1(CN(CC1)C(=O)OC(C)(C)C)C=O